ClC1=C(C=CC=C1)N1C(C(=C(C2=CC=C(N=C12)C(F)(F)F)N(C)C)C=1C=CC2=C(N(C=N2)C)C1)=O 1-(2-chlorophenyl)-4-(dimethylamino)-3-(1-methyl-1H-benzo[d]imidazol-6-yl)-7-(trifluoromethyl)-1,8-naphthyridin-2(1H)-one